(S)-N-((S)-1-(4-Chloro-2-(4-fluorophenyl)-1H-imidazol-5-yl)-7-oxononyl)-6-methyl-6-azaspiro[2.5]octan-1-carboxamid ClC=1N=C(NC1[C@H](CCCCCC(CC)=O)NC(=O)[C@H]1CC12CCN(CC2)C)C2=CC=C(C=C2)F